CC1=C(C2=C(S(C3=C2C=CC(=C3)N)(=O)=O)C=C1N)C dimethyl-3,7-diaminodibenzothiophene-5,5-dioxide